FN(S(=O)(=O)C1=CC=C(C=C1)C(C)C)CCCC(C)C N-fluoro-4-isopropyl-N-(4-methylpentyl)benzenesulfonamide